(1-((2-(trimethylsilyl)ethoxy)methoxy)cyclopropyl)methanol C[Si](CCOCOC1(CC1)CO)(C)C